COC1=C(C(=CC=C1)OC)N1C(=NC=2C1=NC=C(N2)CS(=O)(=O)N)C2=NC(=CC=C2)OCC (1-(2,6-Dimethoxyphenyl)-2-(6-ethoxypyridin-2-yl)-1H-imidazo[4,5-b]pyrazin-5-yl)methanesulfonamide